(R)-3,3-difluorocyclopentan-1-amine FC1(C[C@@H](CC1)N)F